2-((3-(difluoromethyl)-1-methyl-1H-pyrazol-5-yl)oxy)-1-(p-tolyl)ethane-1-one-O-methyloxime CON=C(COC1=CC(=NN1C)C(F)F)C1=CC=C(C=C1)C